CC=1C=C(C#N)C=C(C1C1=NC=C(C(=C1)CN1C(OC2=C1C=CC(=C2)C)=O)C)C 3,5-dimethyl-4-(5-methyl-4-((6-methyl-2-oxo-benzo[d]oxazol-3(2H)-yl)methyl)pyridin-2-yl)benzonitrile